(R)-N-(5-chloro-6-(tetrahydrofuran-2-yl)pyridin-3-yl)-1-(7-chloropyrazolo[1,5-a]Pyridin-4-yl)-5-(trifluoromethyl)-1H-pyrazole-4-carboxamide ClC=1C=C(C=NC1[C@@H]1OCCC1)NC(=O)C=1C=NN(C1C(F)(F)F)C=1C=2N(C(=CC1)Cl)N=CC2